4-Hydroxy-4-trifluoromethyl-piperidine-1-carboxylic acid [7-methoxy-4-(1-methyl-1H-pyrazol-4-yl)-1H-benzoimidazol-2-yl]-amide COC1=CC=C(C2=C1NC(=N2)NC(=O)N2CCC(CC2)(C(F)(F)F)O)C=2C=NN(C2)C